(R)-4-chloro-5-(((3-fluorotetrahydro-2H-pyran-3-yl)methyl)amino)pyridazine-3(2H)-one ClC=1C(NN=CC1NC[C@]1(COCCC1)F)=O